C(C)(C)(C)OC(N(C)C1=CC(=C(C=C1)Cl)Br)=O N-(3-bromo-4-chloro-phenyl)-N-methyl-carbamic acid tert-butyl ester